(2-isopropylphenyl)-9-(4-(1-methyl-4-(trifluoromethyl)-1H-imidazol-2-yl)benzyl)-7,9-dihydro-8H-purin-8-one C(C)(C)C1=C(C=CC=C1)C1=NC=C2NC(N(C2=N1)CC1=CC=C(C=C1)C=1N(C=C(N1)C(F)(F)F)C)=O